7-((1S,5R)-3-azabicyclo[3.1.0]hexane-1-ylethynyl)-N-(3,4-dichloro-2-fluorophenyl)-6-nitroquinazolin-4-amine [C@@]12(CNC[C@@H]2C1)C#CC1=C(C=C2C(=NC=NC2=C1)NC1=C(C(=C(C=C1)Cl)Cl)F)[N+](=O)[O-]